FC1=C(C=CC=C1F)N\N=C(\C(=O)OCC)/C=N/O Ethyl (2E,3E)-2-[2-(2,3-difluorophenyl)hydrazinylidene]-3-(hydroxyimino)propanoate